C(#N)C=1C(=NC(=NC1)NC=1C(=CC(=C(C1)C(C(=O)N)=C)OCCN(C)C)OC)C1=CN(C2=CC=CC=C12)C1CC1 5-((5-cyano-4-(1-cyclopropyl-1H-indol-3-yl)pyrimidin-2-yl)amino)-2-((2-(dimethylamino)ethoxy)-4-methoxyphenyl)acrylamide